C(CCCCC(C)C)C(C(=O)[O-])S.C(CCCCC(C)C)C(C(=O)[O-])S.C(CCC)OCC[Sn+2]CCOCCCC bis(β-butoxyethyl)tin bis(isooctyl thioglycolate)